C1(=CC=CC=C1)C1=CC(=NC=C1)N1N=C(N=C1N)NC1=CC(=C(C=C1)N1CCC(CC1)N1CCCC1)F 1-(4-phenylpyridin-2-yl)-N3-(3-fluoro-4-(4-(pyrrolidin-1-yl)piperidin-1-yl)phenyl)-1H-1,2,4-triazole-3,5-diamine